5-(5-(cyclopropylcarbamoyl)-2-methylphenyl)-2-((1-hydroxy-2-methylpropan-2-yl)amino)-N-(oxazol-2-ylmethyl)nicotinamide C1(CC1)NC(=O)C=1C=CC(=C(C1)C=1C=NC(=C(C(=O)NCC=2OC=CN2)C1)NC(CO)(C)C)C